2-chloro-N-(2-chloroethyl)-N-methyl-ethylamine ClCCN(C)CCCl